8-[1-(2-aminophenoxy)ethyl]-3,6-dimethyl-2-morpholino-quinazolin-4-one NC1=C(OC(C)C=2C=C(C=C3C(N(C(=NC23)N2CCOCC2)C)=O)C)C=CC=C1